C(C)(C)(C)OC(=O)N1C2CN(CC1CC2)C(C)C2=C(N=C1N2C=CC=N1)C1=CC=C(C=C1)Cl tert.-Butyl-3-{1-[2-(4-chlorophenyl)imidazo[1,2-a]pyrimidin-3-yl]ethyl}-3,8-diazabicyclo[3.2.1]-octane-8-carboxylate